dimethyl-(butyl)amine CN(CCCC)C